C(C=C)N1N(C2=NC(=NC=C2C1=O)NC=1C=C2C=NN(C2=CC1)C)C1=NC(=CC=C1)F 2-allyl-1-(6-fluoropyridin-2-yl)-6-((1-methyl-1H-indazol-5-yl)amino)-1,2-dihydro-3H-pyrazolo[3,4-d]pyrimidin-3-one